2-(3-methyl-6-(trifluoromethyl)pyrazin-2-yl)-2,8-diazaspiro[4.5]decane hydrochloride Cl.CC=1C(=NC(=CN1)C(F)(F)F)N1CC2(CC1)CCNCC2